ClC=1C=C(C=CC1N1CCC(CC1)N1CCN(CC1)C)NC1=NC=C(C(=N1)C1=CNC2=CC=CC=C12)C N-(3-chloro-4-(4-(4-methylpiperazin-1-yl)piperidin-1-yl)phenyl)-4-(1H-indol-3-yl)-5-methylpyrimidin-2-amine